potassium N-(vinyloxymethyl)dithiocarbamic acid C(=C)OCNC(S)=S.[K]